CC1=C(C(=CC(=C1)N1CCOCC1)C)NC(CCCCCCC)=O Octanoic acid (2,6-dimethyl-4-morpholin-4-yl-phenyl)-amide